lithium (8-hydroxyquinolyl)lithium OC=1C=CC=C2C=CC(=NC12)[Li].[Li]